methyl 7-(1-(adamantan-1-ylmethyl)-5-methyl-1H-pyrazol-4-yl)-4-((5-carbamoylthiazol-4-yl)amino)quinoline-8-carboxylate C12(CC3CC(CC(C1)C3)C2)CN2N=CC(=C2C)C2=CC=C3C(=CC=NC3=C2C(=O)OC)NC=2N=CSC2C(N)=O